(2R,3R)-3-(3-(4-(4-fluoro-3-methoxybenzyloxy)phenyl)isoxazol-5-yl)-2-(2,4-difluorophenyl)-1-(1H-1,2,4-triazole-1-yl)butan-2-ol FC1=C(C=C(COC2=CC=C(C=C2)C2=NOC(=C2)[C@@H]([C@@](CN2N=CN=C2)(O)C2=C(C=C(C=C2)F)F)C)C=C1)OC